ClC=1C(=NC(=NC1)NC=1C=C(C=NC1)N1C(CCC1)=O)N1CC(CCC1)C1CCC1 1-(5-((5-chloro-4-(3-cyclobutylpiperidin-1-yl)pyrimidin-2-yl)amino)pyridin-3-yl)pyrrolidin-2-one